Pyroglutamyl-valine N1[C@@H](CCC1=O)C(=O)N[C@@H](C(C)C)C(=O)O